N-[2-(3-cyanophenyl)-3-(2,6-dimethyl-4-pyridyl)pyrazolo[1,5-a]pyrimidin-5-yl]-2-hydroxy-2-methyl-propanamide C(#N)C=1C=C(C=CC1)C1=NN2C(N=C(C=C2)NC(C(C)(C)O)=O)=C1C1=CC(=NC(=C1)C)C